N1CC(C1)C1=CC2=C(N(C(N2C)=O)C2C(NC(CC2)=O)=O)C=C1 3-[5-(azetidin-3-yl)-3-methyl-2-oxo-benzoimidazol-1-yl]piperidine-2,6-dione